(1s,4s)-N1-(7H-pyrrolo[2,3-d]pyrimidin-4-yl)cyclohexane-1,4-diamine N1=CN=C(C2=C1NC=C2)NC2CCC(CC2)N